O=C(CC#N)N1C([C@@H]2[C@H](C1)CCC2)C2=CC=CC=C2 3-oxo-3-((3aR,6aS)-1-phenylhexahydrocyclopenta[c]pyrrol-2(1H)-yl)propionitrile